[Na+].[Na+].[Na+].N#CC(=O)[O-].N#CC(=O)[O-].N#CC(=O)[O-] Nitriloacetic acid trisodium salt